tert-butyl (2S,4R)-2-[4-[4-[(5-bromo-1-methyl-imidazole-2-carbonyl)amino]-2-chloro-benzoyl]piperazine-1-carbonyl]-4-hydroxy-pyrrolidine-1-carboxylate BrC1=CN=C(N1C)C(=O)NC1=CC(=C(C(=O)N2CCN(CC2)C(=O)[C@H]2N(C[C@@H](C2)O)C(=O)OC(C)(C)C)C=C1)Cl